C(C)(C)(C)OC(=O)N1CC(CCC1)CC1=NN=C(C2=CC=CC=C12)C1=C(C=C(C=C1)C(F)(F)F)OCOC 3-((4-(2-(methoxymethoxy)-4-(trifluoromethyl)phenyl)phthalazin-1-yl)methyl)piperidine-1-carboxylic acid tert-butyl ester